C(C)(C)(C)OC(=O)N1C(CCCCC1)C=1C=NC(=C(C1)OC)CN1N=CC=2N=C(N=C(C21)N[C@H](CCO)CCC)N 2-(6-((5-amino-7-(((S)-1-hydroxyhex-3-yl)amino)-1H-pyrazolo[4,3-d]pyrimidin-1-yl)methyl)-5-methoxypyridin-3-yl)azepan-1-carboxylic acid tert-butyl ester